ClC=1C(=C(C=C(C1)CC)N1CCN(CC1)C[C@@H](CC#N)O)OC (R)-4-(4-(3-chloro-5-ethyl-2-methoxyphenyl)piperazin-1-yl)-3-hydroxybutyronitrile